C(C)(C)(C)OC(=O)N[C@@H](CC(=O)O)C1=CC=CC=C1 (S)-3-((tert-butoxycarbonyl)amino)-3-phenylpropionic acid